N1=C(C=CC=C1)C=1N=C(C2=C(N1)CCC2)N2CCOCCC2 4-[2-(pyridin-2-yl)-5H,6H,7H-cyclopenta[d]pyrimidin-4-yl]-1,4-oxazepane